6-(8-azaspiro[4.5]decan-2-yl)-2-oxa-6-azaspiro[3.3]heptane C1C(CCC12CCNCC2)N2CC1(COC1)C2